NCC=1C=C(C#N)C=CC1Cl 3-(aminomethyl)-4-chlorobenzonitrile